Cl.Cl.CN1CC(CCC1)C1=C2C=CC=NC2=C(C=C1)C#N 5-(methyl-piperidin-3-yl)-quinoline-8-carbonitrile dihydrochloride